NC1=C2N=C(N(C2=NC(=N1)F)CC=1C=C(CCOS(=O)(=O)C2=CC=C(C=C2)C)C=CC1)Br 3-((6-amino-8-bromo-2-fluoro-9H-purin-9-yl)methyl)phenethyl-4-methylbenzenesulfonate